C(C)(C)(C)OC(=O)C1=NC(=CC=C1C=1C=NN(C1Cl)CC12CC3CC(CC(C1)C3)C2)N2CC3=C(C=CC=C3CC2)C(NC=2SC3=C(N2)C=CC=C3)=O 6-[8-(1,3-benzothiazol-2-ylcarbamoyl)-3,4-dihydroisoquinolin-2(1H)-yl]-3-{5-chloro-1-[tricyclo[3.3.1.13,7]dec-1-ylmethyl]-1H-pyrazol-4-yl}pyridine-2-carboxylic acid tert-butyl ester